O=C1N(CCN1)C=1C=NC(=CC1)C(F)(F)F 2-oxo-1-(6-(trifluoromethyl)pyridin-3-yl)imidazolidine